C(C)(=O)N[C@@H]1[C@H](C[C@](O[C@H]1[C@@H]([C@@H](CN)O)O)(C(=O)OC)SC1=CC=C(C=C1)C)O methyl (2R,4S,5R,6R)-5-acetamido-6-((1R,2R)-3-amino-1,2-dihydroxypropyl)-4-hydroxy-2-(p-tolylthio)tetrahydro-2H-pyran-2-carboxylate